6-((1H-indol-6-yl)amino)-4-((2,2,3,3-tetrafluoro-2,3-dihydrobenzo[b][1,4]dioxin-6-yl)amino)picolinonitrile N1C=CC2=CC=C(C=C12)NC1=CC(=CC(=N1)C#N)NC1=CC2=C(OC(C(O2)(F)F)(F)F)C=C1